CC1=NC2=CC(=CC(=C2N=C1S(=O)C)[C@@H](C)NC1=C(C=C(C=C1)F)S(=O)(=O)C)C N-((1R)-1-(2,7-dimethyl-3-(methylsulfinyl)quinoxalin-5-yl)ethyl)-4-fluoro-2-(methylsulfonyl)aniline